4-(5-(6-chloro-5-(thieno[2,3-c]pyridin-4-yl)-1H-indol-2-yl)pyridin-2-yl)morpholine ClC1=C(C=C2C=C(NC2=C1)C=1C=CC(=NC1)N1CCOCC1)C1=C2C(=CN=C1)SC=C2